C(CCCCCCC\C=C/C\C=C/C\C=C/CC)(=O)Cl α-Linolenoyl Chloride